FC1=CC=C(CCC(=O)NC2=CC=C(C3=NON=C32)[N+](=O)[O-])C=C1 (4-fluorobenzyl)-N-(7-nitrobenzo[c][1,2,5]oxadiazol-4-yl)acetamide